O=C1NC2=C(C=NC=C2)N1 oxo-2,3-dihydro-1H-imidazo[4,5-c]pyridin